N1=NC2=CC=C(C(=O)OC(C3=CC=C1C=C3)=O)C=C2 4,4'-azobisbenzoic anhydride